C1(CCCCC1)[C@H](C1=NC(=NO1)C=1C=C(C=CC1)[C@@](O)(C1=CC=C(C=C1)C(C)C)C1(CN(C1)C)C)O (S)-{3-[5-((R)-Cyclohexyl-hydroxy-methyl)-[1,2,4]oxadiazol-3-yl]-phenyl}-(1,3-dimethyl-azetidin-3-yl)-(4-isopropyl-phenyl)-methanol